2-[3-{(3,5-di-tert-butyl)phenyl}-5-(3-pyridyl)phenyl]-4,6-diphenyl-1,3,5-triazine C(C)(C)(C)C=1C=C(C=C(C1)C(C)(C)C)C=1C=C(C=C(C1)C=1C=NC=CC1)C1=NC(=NC(=N1)C1=CC=CC=C1)C1=CC=CC=C1